Cl.CN(C1=CC=C(C=C1)[C@H]([C@H](N(CC(=O)O)CC(=O)O)C1=CC=C(C=C1)N(C)C)N(CC(=O)O)CC(=O)O)C (1R,2R)-1,2-bis(4-dimethylaminophenyl)ethylenediaminetetraacetic acid hydrochloride